4-((3,3-dimethyltetrahydro-2H-pyran-4-yl)amino)pyrido[3,4-d]pyridazin CC1(COCCC1NC=1N=NC=C2C1C=NC=C2)C